BrC1=CC2=C(C(N(N=C2C(C)C)C(C(=O)OC(C)(C)C)=C)=O)S1 tert-butyl 2-(2-bromo-4-isopropyl-7-oxo-thieno[2,3-d]pyridazin-6-yl)prop-2-enoate